9-(4-amino-5-(3-methoxyphenyl)-7-methyl-7H-pyrrolo[2,3-d]pyrimidin-6-yl)-3-azaspiro[5.5]undec-8-ene-3-carboxylic acid tert-butyl ester C(C)(C)(C)OC(=O)N1CCC2(CC1)CC=C(CC2)C2=C(C1=C(N=CN=C1N)N2C)C2=CC(=CC=C2)OC